N1N=CC(=C1)[C@H]1CCNC1 (R)-4-(1H-Pyrazol-4-yl)-pyrrolidine